methyl 2-[1-(5-fluoropyrimidin-2-yl) azetidin-3-yl]-2-methyl-propanoate FC=1C=NC(=NC1)N1CC(C1)C(C(=O)OC)(C)C